1-(1-(2,6-difluoro-4-nitrophenyl)piperidin-4-yl)piperazine FC1=C(C(=CC(=C1)[N+](=O)[O-])F)N1CCC(CC1)N1CCNCC1